C(C(=C)C)(=O)OCCC=1NC=CN1 methacryloxyethyl-imidazole